C(C)C1=C(C(=CC=C1)CC)N1C(=NC(C(=C1O)CC1=CC(=C(C=C1)C=1C(=CC(=CC1)F)C(=O)N)F)=O)C1=NN(C=C1)C(C)C 4'-{[1-(2,6-diethylphenyl)-6-hydroxy-4-oxo-2-[1-(propan-2-yl)-1H-pyrazol-3-yl]-1,4-dihydropyrimidin-5-yl]methyl}-2',4-difluoro-[1,1'-biphenyl]-2-carboxamide